O=C(CC(C#N)C1=CC=CC=C1)C1=CC=CC=C1 4-oxo-2,4-diphenylbutanenitrile